C(C=C)OCC(C(=O)OCCCCCCCCCCCCCCCCCCCCCCCCCC)=C hexacosyl alpha-allyloxymethylacrylate